C1(CC1)C1=NC(=CC(=C1)C1=C(C=C(C#N)C=C1)C1=NN=CN1C)N1C(C2=CC(=CC=C2C1)CNCCNC)=O 4-{2-Cyclopropyl-6-[6-({[2-(methylamino)ethyl]amino}methyl)-1-oxo-3H-isoindol-2-yl]pyridin-4-yl}-3-(4-methyl-1,2,4-triazol-3-yl)benzonitrile